(3-fluoro-2-hydroxypyridin-4-yl)-7-(2-((tetrahydro-2H-pyran-2-yl)oxy)ethyl)-1,5,6,7-tetrahydro-4H-pyrrolo[3,2-c]pyridin-4-one FC=1C(=NC=CC1N1C=CC=2C(NCC(C21)CCOC2OCCCC2)=O)O